1-(4-(4-isopropylpiperidin-1-yl)phenyl)cyclohexane-1,4-diamine C(C)(C)C1CCN(CC1)C1=CC=C(C=C1)C1(CCC(CC1)N)N